COC([C@H](CC(=O)O)N1C(C=2C=C3C(=CC2C1)OC(O3)(C3=CC=CC=C3)C3=CC=CC=C3)=O)=O (3S)-4-methoxy-4-oxo-3-(5-oxo-2,2-diphenyl-5,7-dihydro-2H,6H-[1,3]dioxolo[4,5-f]isoindol-6-yl)butanoic acid